1-(6-chlorobenzo[b]thiophen-2-yl)-2-(4-chlorophenyl)prop-2-en-1-one ClC=1C=CC2=C(SC(=C2)C(C(=C)C2=CC=C(C=C2)Cl)=O)C1